cyclobutyl-2-(2-((2,2,2-trifluoroethyl)amino)pyrimidin-4-yl)-1-((2-(trimethylsilyl)ethoxy)methyl)-1H-pyrrolo[3,2-c]pyridin-6-amine C1(CCC1)C1=C(N(C2=C1C=NC(=C2)N)COCC[Si](C)(C)C)C2=NC(=NC=C2)NCC(F)(F)F